3-(((3R,5S)-4-benzyl-3,5-dimethylpiperazin-1-yl)ethyl)-N-hydroxybenzoamide C(C1=CC=CC=C1)N1[C@@H](CN(C[C@@H]1C)CCC=1C=C(C(=O)NO)C=CC1)C